2-[3-[2-hydroxy-1-(4-methyl-4H-1,2,4-triazol-3-yl)propan-2-yl]phenyl]-4-(trifluoromethyl)isoindolin-1-one OC(CC1=NN=CN1C)(C)C=1C=C(C=CC1)N1C(C2=CC=CC(=C2C1)C(F)(F)F)=O